(3R,4R)-1-(5,6-difluoro-1-((1R)-1-(4-(trifluoromethyl)phenyl)ethyl)-1H-benzoimidazol-2-yl)-4-fluoro-3-piperidinamine FC1=CC2=C(N(C(=N2)N2C[C@H]([C@@H](CC2)F)N)[C@H](C)C2=CC=C(C=C2)C(F)(F)F)C=C1F